6-(3-oxa-8-azabicyclo[3.2.1]octane-8-carbonyl)-2-(3-(3,4-dihydroisoquinoline-2(1H)-yl)-2-hydroxypropyl)-3,4-dihydroisoquinolin-1(2H)-one C12COCC(CC1)N2C(=O)C=2C=C1CCN(C(C1=CC2)=O)CC(CN2CC1=CC=CC=C1CC2)O